C(C)(=O)C[C@H]1O[C@@H]([C@H]([C@H]1CC(=O)O)CC(=O)O)C=1C(NC(N(C1)C1CSCC1)=O)=O (2R,3R,4S,5S)-2-(acetylmethyl)-5-(2,4-dioxo-1-(tetrahydrothiophen-3-yl)-1,2,3,4-tetrahydropyrimidin-5-yl)tetrahydrofuran-3,4-diacetic acid